C1(CC1)[C@H]1CNC([C@H]1F)=O (2S,3S,4S)-3-cyclopropyl-4-fluoro-5-oxopyrrolidin